3-chloro-N-ethyl-1H-1,2,4-triazole-1-carboxamide ClC1=NN(C=N1)C(=O)NCC